OCC1CCC(CC1)N1C(C=CC=C1)=O 1-(4-(hydroxymethyl)cyclohexyl)pyridin-2(1H)-one